2-(4-cyanophenyl)-5,6-dihydroxybenzofuran C(#N)C1=CC=C(C=C1)C=1OC2=C(C1)C=C(C(=C2)O)O